3-(5-(difluoromethyl)-1,3,4-thiadiazol-2-yl)-8-((7R,9aR)-7-(hydroxymethyl)hexahydropyrazino[2,1-c][1,4]oxazin-8(1H)-yl)-N-(3-methyloxetan-3-yl)imidazo[1,5-a]pyridine-6-sulfonamide FC(C1=NN=C(S1)C1=NC=C2N1C=C(C=C2N2C[C@@H]1COCCN1C[C@@H]2CO)S(=O)(=O)NC2(COC2)C)F